4-chloro-N-(4-((6-nitro-2-oxo-2H-benzopyran-4-yl)amino)phenyl)benzenesulfonamide ClC1=CC=C(C=C1)S(=O)(=O)NC1=CC=C(C=C1)NC1=CC(OC2=C1C=C(C=C2)[N+](=O)[O-])=O